3-methyl-4-(6-methyl-3-pyridinyl)phenol CC=1C=C(C=CC1C=1C=NC(=CC1)C)O